N(=[N+]=[N-])CCOC 1-azido-2-methoxy-ethane